5-amino-1,2,4-triazole NC1=NC=NN1